2-(2,4-difluorophenyl)-4-(1,2,3,6-tetrahydropyridin-4-yl)phthalazin-1(2H)-one hydrochloride Cl.FC1=C(C=CC(=C1)F)N1C(C2=CC=CC=C2C(=N1)C=1CCNCC1)=O